(1s,3s)-3-((5-(1-ethyl-1H-benzo[d][1,2,3]triazol-6-yl)-4-methoxypyrrolo[2,1-f][1,2,4]triazin-2-yl)amino)-1-methylcyclobutan-1-ol C(C)N1N=NC2=C1C=C(C=C2)C=2C=CN1N=C(N=C(C12)OC)NC1CC(C1)(O)C